C(O)C(C(C1=CC=CC=C1)=O)(O)C1=CC=CC=C1 α-methylolbenzoin